3-(2-Triisopropylsilyloxymethyl-3,4-dihydro-2H-pyran-6-yl)-6-(3,4-dihydro-2H-pyran-6-yl)-1,2,4,5-tetrazine C(C)(C)[Si](OCC1OC(=CCC1)C=1N=NC(=NN1)C1=CCCCO1)(C(C)C)C(C)C